(4-carboxy-2-trifluoromethylphenyl)-trimethylammonium C(=O)(O)C1=CC(=C(C=C1)[N+](C)(C)C)C(F)(F)F